C(C)NC(C(CC[C@@H](C(=O)NC=1C(N(C=CC1)CC(=O)NC1C2CC3CC(CC1C3)C2)=O)NC(=O)C2=CC3=C(S2)C(=CC=C3)F)=O)=O (S)-N1-Ethyl-5-(7-fluorobenzo[b]thiophen-2-carboxamido)-N6-(1-(2-(2-adamantylamino)-2-oxoethyl)-2-oxo-1,2-dihydropyridin-3-yl)-2-oxohexandiamid